aza-pipecolic acid N1N(CCCC1)C(=O)O